2-Ethylhexyl 3-((6-(cyclopropanecarbonyl)-5,6,7,8-tetrahydro-1,6-naphthyridin-2-yl)thio)propanoate C1(CC1)C(=O)N1CC=2C=CC(=NC2CC1)SCCC(=O)OCC(CCCC)CC